CN(S(=O)(=O)C1=C(C=CC=C1)C=1C=NN(C1)C)C N,N-dimethyl-2-(1-methyl-1H-pyrazol-4-yl)benzenesulfonamide